C(C)N1N=C(C(=C1)F)S(=O)(N)=NC(NC1=C2C(=NC(=C1C1=CC=CC=C1)C)CCC2)=O 1-Ethyl-4-fluoro-N'-((2-methyl-3-phenyl-6,7-dihydro-5H-cyclopenta[b]pyridin-4-yl)carbamoyl)-1H-pyrazole-3-sulfonimidamide